NCC=1C=C(C=CC1)C1=CC(=CC=2C=C(OC21)COC2=C(C=CC=C2)CC(=O)OCC)F ethyl 2-(2-((7-(3-(aminomethyl)phenyl)-5-fluorobenzofuran-2-yl)methoxy)phenyl)acetate